4-[(4R,5S)-4,5-bis(4-chlorophenyl)-2-(4-methoxy-2-prop-2-yloxyphenyl)-4,5-dihydroimidazole-1-carbonyl]piperazin-2-one ClC1=CC=C(C=C1)[C@H]1N=C(N([C@H]1C1=CC=C(C=C1)Cl)C(=O)N1CC(NCC1)=O)C1=C(C=C(C=C1)OC)OC(C)C